N-((4,5-dibromo-1-((2-(trimethylsilyl)ethoxy)methyl)-1H-imidazol-2-yl)methylene)-2-methylpropan-2-sulfinamide BrC=1N=C(N(C1Br)COCC[Si](C)(C)C)C=NS(=O)C(C)(C)C